NC1=C2N=CN(C2=NC=N1)C1NCC(C(C1O)O)O 2-(6-Amino-9H-purin-9-yl)piperidine-3,4,5-triol